6-[(4-Methylsulfonylphenyl)methylene]-2-azaspiro[3.3]Heptane-2-carboxylic acid tert-butyl ester C(C)(C)(C)OC(=O)N1CC2(C1)CC(C2)=CC2=CC=C(C=C2)S(=O)(=O)C